3-[(5-tert-butyl-1H-imidazol-4-yl)methylene]-6-(benzylidene)-2,5-piperazinedione C(C)(C)(C)C1=C(N=CN1)C=C1C(NC(C(N1)=O)=CC1=CC=CC=C1)=O